pentaethylene glycol dipropionate C(CC)(=O)OCCOCCOCCOCCOCCOC(CC)=O